2-hydroxy-4-ethoxy-4'-chlorobenzophenone OC1=C(C(=O)C2=CC=C(C=C2)Cl)C=CC(=C1)OCC